C12C(CCCC2O1)O cis-7-oxabicyclo[4.1.0]heptan-2-ol